ClC1=C(C=CC=C1)CN1N=C(C=C1C1=CC(=CC=C1)OCC)COC(C(=O)O)(C)C 2-([1-[(2-Chlorophenyl)methyl]-5-(3-ethoxyphenyl)1H-pyrazol-3-yl]methoxy)-2-methylpropanoic acid